(5RS)-2-[(6-cyanopyridin-3-yl)methyl]-3-oxo-2,3,5,6,7,8-hexahydro[1,2,4]triazolo[4,3-a]pyridine-5-carboxylic acid C(#N)C1=CC=C(C=N1)CN1N=C2N([C@H](CCC2)C(=O)O)C1=O |r|